O1NC(C2=C1C(NC(C2([2H])[2H])([2H])[2H])[2H])=O 4,5,6,7-tetrahydroisoxazolo(5,4-c)pyridin-3(2H)-one-4,4,5,5,7-d5